2-(6-(((1r,2r,3s,5s)-2-fluoro-9-azabicyclo[3.3.1]non-3-yl)oxy)pyridazin-3-yl)-5-(6-methylpyridazin-3-yl)phenol F[C@@H]1[C@H]2CCC[C@@H](C[C@@H]1OC1=CC=C(N=N1)C1=C(C=C(C=C1)C=1N=NC(=CC1)C)O)N2